tert-Butyl 4-(hydroxymethyl)-5-methoxy-2,7-dimethyl-1H-indole-1-carboxylate OCC1=C2C=C(N(C2=C(C=C1OC)C)C(=O)OC(C)(C)C)C